C(C)OC(=O)C1=NN(C2=C1CCC=1C=NC(=NC21)N)CCO 8-amino-1-(2-hydroxyethyl)-4,5-dihydro-1H-pyrazolo[4,3-h]quinazoline-3-carboxylic acid ethyl ester